CNS(=O)(=O)C[C@@H]1CC[C@H](CC1)N(C=1C2=C(N=CN1)N(C=C2)COCC[Si](C)(C)C)C N-methyl-1-((trans)-4-(methyl(7-((2-(trimethylsilyl)ethoxy)methyl)-7H-pyrrolo[2,3-d]pyrimidin-4-yl)amino)cyclohexyl)methanesulfonamide